FS(C1=NC=C(C(=N1)NC)C\N=C/1\C=CN(C2=CC=CC=C12)C(=O)OC(C)(C)C)C tert-butyl (4Z)-S-fluoro-4-[[4-(methylamino)-2-methylsulfanyl-pyrimidin-5-yl]methylimino]quinoline-1-carboxylate